Dimethyl-4-chloropyridine (2,4,6-tris(trifluoromethyl)phenyl)gallate benzyl-2-[(3-bromo-2-fluoro-phenyl)methyl]-3-(fluoromethylsulfonylamino)-4-methyl-pyrrolidine-1-carboxylate C(C1=CC=CC=C1)OC(=O)N1C(C(C(C1)C)NS(=O)(=O)CF)CC1=C(C(=CC=C1)Br)F.FC(C1=C(C(=CC(=C1)C(F)(F)F)C(F)(F)F)C1=C(C(=O)O)C=C(C(=C1O)O)O)(F)F.CC=1C(=NC=CC1Cl)C